1,2-dihydro-3-pyrazolone N1NC(C=C1)=O